(3R,7S)-9-((S*)-1-(6-Chloropyridin-3-yl)ethyl)-2-(3,4-dichlorobenzoyl)-N,3-dimethyl-10-oxo-1,2,3,4,7,8,9,10-octahydropyrido[4',3':3,4]pyrazolo[1,5-a]pyrazine-7-carboxamide ClC1=CC=C(C=N1)[C@H](C)N1C(C=2N([C@@H](C1)C(=O)NC)N=C1C2CN([C@@H](C1)C)C(C1=CC(=C(C=C1)Cl)Cl)=O)=O |o1:7|